C(CCCCC)OC1=CC(=C(C=C1)C1=NC(=NC(=N1)C1=CC=CC=C1)C1=CC=CC=C1)O 2-(4-hexyloxy-2-hydroxyphenyl)-4,6-diphenyl-1,3,5-triazine